2-((5-(ethyl(2-(4-((2-(3-Fluorobenzoyl)-6-hydroxybenzo[b]thiophen-3-yl)oxy)phenoxy)ethyl)amino)pentyl)oxy)acetic acid methyl ester COC(COCCCCCN(CCOC1=CC=C(C=C1)OC=1C2=C(SC1C(C1=CC(=CC=C1)F)=O)C=C(C=C2)O)CC)=O